NC1=C(C(=O)NCC2=CC=C(C=C2)N2C(=NC=3C2=NC(=CC3)C3=CC=CC=C3)C=3C(=NC=CC3)N)C=C(C(=C1)OC)C=C 2-Amino-N-(4-(2-(2-aminopyridin-3-yl)-5-phenyl-3H-imidazo[4,5-b]pyridin-3-yl)benzyl)-4-methoxy-5-vinylbenzamide